C1(CC1)C1=C2C(=C(N=C1)OC)N(C=C2C=O)S(=O)(=O)C2=CC=C(C=C2)C 4-cyclopropyl-7-methoxy-1-(4-methylphenyl)sulfonylpyrrolo[2,3-c]pyridine-3-carbaldehyde